FC(OC1=CC=C2C3(CC=4C(=NOC4C2=C1)C(=O)OCC)CC3)F ethyl 8'-(difluoromethoxy)-4'H-spiro[cyclopropane-1,5'-naphtho[2,1-d]isoxazole]-3'-carboxylate